6-{3-[(3-{[(1R,2S)-2-fluorocyclopropyl]carbamoyl}-8-{[(4-methoxyphenyl)methyl](methyl)amino}imidazo[1,2-b]pyridazin-6-yl)amino]-2-methoxyphenyl}pyridine-3-carboxylic acid F[C@@H]1[C@@H](C1)NC(=O)C1=CN=C2N1N=C(C=C2N(C)CC2=CC=C(C=C2)OC)NC=2C(=C(C=CC2)C2=CC=C(C=N2)C(=O)O)OC